glycerol monoerucate lactate C(C(O)C)(=O)OC(COC(CCCCCCCCCCC\C=C/CCCCCCCC)=O)CO